bis(2-hydroxyethyl)methane-hydrochloride Cl.OCCCCCO